tert-Butyl (3-cyano-7-fluoro-4-(5-fluoro-3-((2S,3S)-3-((2-hydroxyethyl)amino)-2-methylpyrrolidin-1-yl)-7,9-dihydrofuro[3,4-f]quinazolin-6-yl)thieno[3,2-c]pyridin-2-yl)carbamate C(#N)C1=C(SC2=C1C(=NC=C2F)C=2C1=C(C=3C=NC(=NC3C2F)N2[C@H]([C@H](CC2)NCCO)C)COC1)NC(OC(C)(C)C)=O